N[C@@H](C1=CC=2N(N=C1)C=C(N2)[C@H](C2CCC(CC2)(F)F)NC(OC(C)(C)C)=O)C2(CC2)C#N |o1:1| tert-butyl ((S)-(7-((S*)-amino(1-cyanocyclopropyl)methyl)imidazo[1,2-b]pyridazin-2-yl)(4,4-difluorocyclohexyl)methyl)carbamate